(2,4-dimethoxybenzyl)-4-fluoro-N-(pyrimidin-4-yl)-3-(trifluoromethyl)benzenesulfonamide methyl-2-(2,2-dimethyl-5-oxo-pyrrolidin-1-yl)acetate COC(CN1C(CCC1=O)(C)C)=O.COC1=C(CC2=C(C=CC(=C2C(F)(F)F)F)S(=O)(=O)NC2=NC=NC=C2)C=CC(=C1)OC